Hexenyl Formate C(=O)OC=CCCCC